methyl-2,4-hexadiene CCC=CC=CC